CC(CC)S(=O)(=O)[O-] 1-methyl-1-propane-sulfonate